tert-butyl (3S)-3-[(1R)-2-[(4R)-4-benzyl-2-oxo-oxazolidin-3-yl]-1-[(3-bromophenyl)methyl]-2-oxo-ethyl]pyrrolidine-1-carboxylate C(C1=CC=CC=C1)[C@H]1N(C(OC1)=O)C([C@H](CC1=CC(=CC=C1)Br)[C@H]1CN(CC1)C(=O)OC(C)(C)C)=O